tert-butyl (S)-2-(1-(tert-butoxycarbonyl)-1H-pyrazol-4-yl)morpholine-4-carboxylate C(C)(C)(C)OC(=O)N1N=CC(=C1)[C@H]1CN(CCO1)C(=O)OC(C)(C)C